C[C@@H]1CN(C[C@H]2N1CCN(C2)CCC2=NC(=CC=C2)N2C[C@H](NCC2)C)C2=C1C=CC=NC1=C(C=C2)C#N 5-[(4R,9aS)-4-methyl-8-[2-[6-[(3R)-3-methylpiperazin-1-yl]-2-pyridyl]ethyl]-3,4,6,7,9,9a-hexahydro-1H-pyrazino[1,2-a]pyrazin-2-yl]quinoline-8-carbonitrile